FC(C1N(CCC(C1)=O)C(=O)OC(C)(C)C)F tert-butyl 2-(difluoromethyl)-4-oxopiperidine-1-carboxylate